C12CNCC(CC1)C2N(C=2SC=1N=C(N=CC1N2)C=2C=C(C=1N(C2)C=C(N1)C)C#N)C 6-{2-[(8-trans)-3-azabicyclo[3.2.1]oct-8-yl-(methyl)amino][1,3]thiazolo[5,4-d]pyrimidin-5-yl}-2-methylimidazo[1,2-a]pyridine-8-carbonitrile